C(C)(C)(C)OC(=O)N1C(C2=CC=CC=C2CC1)C methyl-3,4-dihydroisoquinoline-2(1H)-carboxylic acid tert-butyl ester